1-(1-methyl-6-(6-(3-((4-((5-(trifluoromethyl)pyrimidin-2-yl)amino)piperidin-1-yl)sulfonyl)benzyl)-2,6-diazaspiro[3.3]heptan-2-yl)-1H-indazol-3-yl)dihydropyrimidine-2,4(1H,3H)-dione CN1N=C(C2=CC=C(C=C12)N1CC2(C1)CN(C2)CC2=CC(=CC=C2)S(=O)(=O)N2CCC(CC2)NC2=NC=C(C=N2)C(F)(F)F)N2C(NC(CC2)=O)=O